(3R,6S)-6-{5-[5-(trifluoro-methyl)pyridin-3-yl]-1,3,4-oxadiazol-2-yl}oxan-3-amine hydrochloride Cl.FC(C=1C=C(C=NC1)C1=NN=C(O1)[C@@H]1CC[C@H](CO1)N)(F)F